(1-((3-fluorophenyl)sulfonyl)-3-hydroxycyclobutyl)piperidine-1-carboxylic acid tert-butyl ester C(C)(C)(C)OC(=O)N1C(CCCC1)C1(CC(C1)O)S(=O)(=O)C1=CC(=CC=C1)F